CC1=NNC=C1C=1N=C(C2=C(N1)C=NC=C2)N2CCC1(CCN(C1)CCO)CC2 2-(8-(2-(3-methyl-1H-pyrazol-4-yl)pyrido[3,4-d]pyrimidin-4-yl)-2,8-diazaspiro[4.5]decan-2-yl)ethan-1-ol